NC1=CC(=C(C#N)C=C1)C(=C)C 4-amino-2-(prop-1-en-2-yl)benzonitrile